CN1N=CC(=C1)C1=NC=2C(=NC=CC2N2CC3CCC(C2)N3[C@@H]3[C@@H](CC3)O)N1 |r| (1RS,2SR)-2-(3-(2-(1-methyl-1H-pyrazol-4-yl)-3H-imidazo[4,5-b]pyridin-7-yl)-3,8-diazabicyclo[3.2.1]octan-8-yl)cyclobutan-1-ol